C1(CC1)C=1C(=NN(C1C(=O)OCC)CC(=O)C1=CC2=C(OCCO2)C=C1)C(=O)OCC Diethyl 4-cyclopropyl-1-[2-(2,3-dihydro-1,4-benzodioxin-6-yl)-2-oxoethyl]-1H-pyrazole-3,5-dicarboxylate